FC1=CC=C(C=CC=2C=C(C=CC2NCCC=2SC=CN2)/C=C/NS(=O)=O)C=C1 (E)-N-(3-(4-fluorostyryl)-4-((2-(thiazol-2-yl)ethyl)amino)phenyl)vinylsulfonamide